COC1=C(C=NC=C1)N(C1=CC=C(C=C1)C(F)(F)F)C1CCNCC1 4-methoxy-N-(4-piperidyl)-N-[4-(trifluoromethyl)phenyl]pyridin-3-amine